C(C=O)=O ethan-1,2-dione